3-[6-Chloro-3-[(1R)-1-[2-(2,2-difluoro-1,3-benzodioxol-5-yl)-3,6-dimethyl-4-oxo-chromen-8-yl]ethoxy]-2-pyridyl]-4H-1,2,4-oxadiazol-5-one ClC1=CC=C(C(=N1)C1=NOC(N1)=O)O[C@H](C)C=1C=C(C=C2C(C(=C(OC12)C1=CC2=C(OC(O2)(F)F)C=C1)C)=O)C